NCC(CCNC(OC(C)(C)C)=O)O tert-butyl N-(4-amino-3-hydroxybutyl)carbamate